C1=NC=C(C2=CC=CC=C12)N1C(N(C[C@H]1C#N)C=1C=NC(=CC1)OC)=O (S)-3-(isoquinolin-4-yl)-1-(6-methoxypyridin-3-yl)-2-oxoimidazoline-4-carbonitrile